(R)-tert-butyl (3-(4-chlorophenyl)-3-hydroxypropyl)carbamate ClC1=CC=C(C=C1)[C@@H](CCNC(OC(C)(C)C)=O)O